CN1C(=NC2=C1C=CC(=C2)C)C2=CC=C(C=C2)S(=O)(=O)C 1,5-dimethyl-2-(4-(methylsulfonyl)phenyl)-1H-benzo[d]imidazole